methyl 2-(4-chloro-2-cyano-6-fluoro-phenyl)-2-cyano-acetate ClC1=CC(=C(C(=C1)F)C(C(=O)OC)C#N)C#N